N1=CC=C(C=C1)CCC1=CC=NC=C1 1,2-di(pyridin-4-yl)ethane